FC=1N=C(N2C1C(=CC(=C2)C2CN(C2)[C@@H](CCC=O)C(C)C)C2=C(C=C(C=C2)F)C(=O)N2[C@@H](COCC2)C)C (4S)-4-[3-(1-fluoro-8-{4-fluoro-2-[(3R)-3-methylmorpholine-4-carbonyl]phenyl}-3-methylimidazo[1,5-a]pyridin-6-yl)azetidin-1-yl]-5-methylhexanal